1-(7-bromo-6-chloro-2,8-difluoroquinazolin-4-yl)piperidine-4-carbonitrile BrC1=C(C=C2C(=NC(=NC2=C1F)F)N1CCC(CC1)C#N)Cl